CCCCC(CC)C(=O)O[Sn](CCCC)(CCCC)OC(=O)C(CC)CCCC di-n-butyltin bis(2-ethylhexanoate)